FC=1C=CC=C2C(=C(C=NC12)C1=NC(N(C2=C(C(=CC=C12)OC)C)C)(C)C)C 4-(8-fluoro-4-methylquinolin-3-yl)-7-methoxy-1,2,2,8-tetramethyl-1,2-dihydroquinazoline